FC1=CC=C(C=C1)C1(CCC1)C(/C=C/[C@H]1CC[C@H]2[C@@H]1CCC1=C(O2)C(=C(C=C1)C(=O)O)C)O (1R,3aS,10aR)-1-{(1E,3ξ)-3-[1-(4-fluorophenyl)cyclobutyl]-3-hydroxy-1-propen-1-yl}-5-methyl-2,3,3a,9,10,10a-hexahydro-1H-benzo[b]cyclopenta[f]oxepin-6-carboxylic acid